[Na+].P(=O)(OCCCC)(OCCCC)[O-] di-n-butyl phosphate sodium salt